C(C)C=1NC(=NN1)NC=1C=C(C(=O)N2CCC(CC2)C2=CC=C(C#N)C=C2)C=CC1C 4-(1-(3-((5-ethyl-4H-1,2,4-triazol-3-yl)amino)-4-methylbenzoyl)piperidin-4-yl)benzonitrile